6-(1-(1-(cyclopropylmethyl)azepan-4-yl)piperidin-4-yl)-4-fluoro-1-methyl-2-(4-(methylsulfonyl)phenyl)-1H-benzo[d]imidazole C1(CC1)CN1CCC(CCC1)N1CCC(CC1)C=1C=C(C2=C(N(C(=N2)C2=CC=C(C=C2)S(=O)(=O)C)C)C1)F